BrC1=C(C(=CC2=C(N(N=C12)C)I)[N+](=O)[O-])C(=O)C1=C(C=CC(=C1)F)Cl (7-bromo-3-iodo-2-methyl-5-nitroindazol-6-yl)(2-chloro-5-fluorophenyl)methanone